C(=S)S.C(C)N(CC)[Ag] diethylaminosilver dithioformate